pentenyl-α-vinyl-γ-butyrolactone C(=CCCC)C1(C(=O)OCC1)C=C